CC=1C=C(OC2=CC=C(C=C2)B(O)O)C=CC1 [4-(3-methylphenoxy)phenyl]boronic acid